C1(CC1)N(C(=O)C=1C=CC2=C(OCC(N2)=O)C1)CC1=CC=C(C(=O)NC2=CC=C(C(=O)NCCCCCC(=O)O)C=C2)C=C1 6-(4-(4-((N-cyclopropyl-3-oxo-3,4-dihydro-2H-benzo[b][1,4]oxazine-7-carboxamido)methyl)benzamido)benzamido)hexanoic acid